(thiocyanomethylmercapto)benzothiazole Tert-Butyl-(S)-(6,6,6-trifluoro-1-iodo-5,5-dimethyl-2-oxohexan-3-yl)carbamate C(C)(C)(C)N(C(O)=O)[C@H](C(CI)=O)CC(C(F)(F)F)(C)C.S(C#N)CSC=1SC2=C(N1)C=CC=C2